C(C)(C)/C(=C(/C(=O)O)\C(C)C)/C(=O)O.C(\C=C/C(=O)OC(C)C)(=O)OC(C)C diisopropyl maleate (diisopropyl maleate)